2-[(2S)-oxolan-2-yl]ethanamine O1[C@@H](CCC1)CCN